CCCCC/C=C\CCCCCCCC(=O)OC[C@H](COP(=O)([O-])OCC[N+](C)(C)C)OC(=O)CCCCC/C=C\C/C=C\C/C=C\C/C=C\CCCCC 1-(9Z-pentadecenoyl)-2-(7Z,10Z,13Z,16Z-docosatetraenoyl)-glycero-3-phosphocholine